4-(furo[3,2-c]pyridin-4-yl)-N-[cis-4-hydroxy-4-(2-hydroxypropan-2-yl)cyclohexyl]benzamide O1C=CC=2C(=NC=CC21)C2=CC=C(C(=O)NC1CCC(CC1)(C(C)(C)O)O)C=C2